(5R)-2-(L-alanyl)-8-(3-((3aS,4S,6S,7aR)-3a,5,5-trimethylhexahydro-4,6-methanobenzo[d][1,3,2]dioxaborol-2-yl)propyl)-2,6-diazabicyclo[3.2.1]octane-5-carboxylic acid N[C@@H](C)C(=O)N1C2CN[C@](CC1)(C2CCCB2O[C@@]1([C@H](O2)C[C@H]2C([C@@H]1C2)(C)C)C)C(=O)O